CC1=CC(=CC=2C3=C4C(C=CN4C21)=C2C(C=C3)=CC=CC2=O)C(F)(F)F 4-Methyl-6-(trifluoromethyl)-13H-benzo[b]benzo[6,7]cyclohepta[1,2,3-gh]pyrrolizin-13-one